N,N-dicarboxymethyl-glutamic acid, tetrasodium salt [Na+].[Na+].[Na+].[Na+].C(=O)([O-])CN([C@@H](CCC(=O)[O-])C(=O)[O-])CC(=O)[O-]